chloro-2-(2,2-difluorovinyl)-3-(methoxymethoxy)-4-methylbenzene ClC1=C(C(=C(C=C1)C)OCOC)C=C(F)F